CN1N=CC(=C1)C1=C(SC=C1)C=O (1-methyl-1H-pyrazol-4-yl)thiophene-2-formaldehyde